2-(3-cyanophenyl)-3-(2,6-dimethyl-4-pyridyl)-N-[(3-methyl-6-oxo-3-piperidyl)methyl]pyrazolo[1,5-a]pyrimidine-5-carboxamide C(#N)C=1C=C(C=CC1)C1=NN2C(N=C(C=C2)C(=O)NCC2(CNC(CC2)=O)C)=C1C1=CC(=NC(=C1)C)C